C(CCCCCCCCCCC)(=O)OCCCCCCCCCCCCCCCCCCCCCCCCCCCC(=O)O 28-dodecanoyloxy-octacosanoic acid